(1R,6S,8R,9R,15R,17R,18R)-8,17-Bis(6-amino-9H-purin-9-yl)-18-fluoro-3,12-dihydroxy-2,4,11,13,16-pentaoxa-3λ5,12λ5-diphosphatricyclo[13.3.0.06,9]octadecan-3,12-dion NC1=C2N=CN(C2=NC=N1)[C@@H]1C[C@@H]2COP(O[C@H]3[C@H]([C@@H](O[C@@H]3COP(OC[C@@H]12)(=O)O)N1C2=NC=NC(=C2N=C1)N)F)(=O)O